C(C)OC(=O)C#CC(=O)O monoethyl-acetylenedicarboxylic acid